2-chloro-6,7-dimethoxy-4-trifluoromethylquinazoline ClC1=NC2=CC(=C(C=C2C(=N1)C(F)(F)F)OC)OC